5-[2-(3,5-dimethyl-1H-pyrazol-4-yl)ethyl]-2-(4-fluorophenyl)-pyrazolo[5,1-b]pyrimidin CC1=NNC(=C1CCC=1C=CN2C(N1)=CC(=N2)C2=CC=C(C=C2)F)C